FC=1C=C(C=C(C1)C#N)C1=CC(=C(C=C1)OC1=CC=C(C=C1)F)C(=O)NCC1=CC=C(C(=O)O)C=C1 4-((3'-fluoro-5'-cyano-4-(4-fluorophenoxy)-[1,1'-biphenyl]-3-carboxamido)methyl)benzoic acid